NC=1C=C(C=CC1)[C@H](C)O (S)-1-(3-aminophenyl)ethan-1-ol